2,2-bis(4-hydroxyphenyl)undecane OC1=CC=C(C=C1)C(C)(CCCCCCCCC)C1=CC=C(C=C1)O